C(C)C=1C=C(SC1)C 4-ethyl-2-methyl-thiophene